FC=1C=C(C=C(C1C=1N(C=C(N1)C(F)(F)F)C)C)CO [3-fluoro-5-methyl-4-[1-methyl-4-(trifluoromethyl)imidazol-2-yl]phenyl]methanol